ClC1=CC2=C3C=4N(CCOC4N=C2C(=C1C1=C(C=CC=C1O)F)F)C([C@H]1CN[C@@H](CN13)C)=O (2R,4aR,11R)-12-chloro-10-Fluoro-11-(2-Fluoro-6-hydroxyphenyl)-2-methyl-2,3,4,4a,6,7-hexahydro-8-oxa-3,5a,9,13c-tetraAzanaphtho[3,2,1-de]anthracene-5(1H)-one